ClC1=C(C(=CC=C1C)N)N 3-chloro-4-methylbenzene-1,2-diamine